O=C(CCCC(=O)O)OC(CCCCCCCCCC\C=C/CCCCCCCCC)CCCCCCCCCCC\C=C/CCCCCCCCC 5-oxo-5-(((10Z,34Z)-tetratetracont-10,34-dien-22-yl)oxy)pentanoic acid